2-(1-(3-(4-bromobenzamido)phenyl)-1H-1,2,3-triazol-4-yl)isonicotinic acid BrC1=CC=C(C(=O)NC=2C=C(C=CC2)N2N=NC(=C2)C=2C=C(C(=O)O)C=CN2)C=C1